NC([C@@](CO)(C)NC(=O)C1=C(OC2=C1C=C(C=C2)C=2C=NN(C2)C2CC2)C)=O (S)-N-(1-amino-3-hydroxy-2-methyl-1-oxopropan-2-yl)-5-(1-cyclopropyl-1H-pyrazol-4-yl)-2-methylbenzofuran-3-carboxamide